3-(3-Ethoxyphenyl)-5-methyl-pyrazol-4-ol C(C)OC=1C=C(C=CC1)C1=NNC(=C1O)C